cis-3-[(4-chlorobenzyl)oxy]-N-{2-fluoro-3-[6-oxo-4-(trifluoromethyl)-1,6-dihydropyrimidin-2-yl]-4-(trifluoromethyl)benzyl}cyclobutane-1-carboxamide ClC1=CC=C(CO[C@H]2C[C@H](C2)C(=O)NCC2=C(C(=C(C=C2)C(F)(F)F)C=2NC(C=C(N2)C(F)(F)F)=O)F)C=C1